C(C)(C)(C)OC(=O)N[C@@H](CC(=O)OCC)C=1C=C(C=C(C1)C1CC1)C1=C(C=C(C=C1C)F)O Ethyl (S)-3-((tert-butoxycarbonyl)amino)-3-(5-cyclopropyl-4'-fluoro-2'-hydroxy-6'-methyl-[1,1'-biphenyl]-3-yl)propanoate